ClC=1C=C2C(=CC1)NC(C21CCN(CC1)CCOC1=CC(=C(C=C1)S(=O)(=O)C)C(CF)F)=O 5-chloro-1'-{2-[3-(1,2-difluoroethyl)-4-methanesulfonylphenoxy]ethyl}-1,2-dihydrospiro[indole-3,4'-piperidin]-2-one